tert-butyl (2S,3S)-2-[2-[6-[[5-(4-fluorophenyl)thiazol-2-yl]amino]imidazo[4,5-c]pyridin-1-yl]ethylcarbamoyl]-3-hydroxy-pyrrolidine-1-carboxylate FC1=CC=C(C=C1)C1=CN=C(S1)NC1=CC2=C(C=N1)N=CN2CCNC(=O)[C@H]2N(CC[C@@H]2O)C(=O)OC(C)(C)C